(6R,7S)-4-(3,4-dimethoxybenzyl)-6-(pyridin-3-yl)-4-azaspiro[2.4]heptane-7-carbonitrile COC=1C=C(CN2C3(CC3)[C@H]([C@@H](C2)C=2C=NC=CC2)C#N)C=CC1OC